(2R,3S)-3-((2-(6-chloro-3-methoxyquinolin-8-yl)-5-fluorobenzo[d]thiazol-6-yl)oxy)butan-2-yl (2-((R)-2-hydroxypropoxy)pyrimidin-5-yl)carbamate O[C@@H](COC1=NC=C(C=N1)NC(O[C@H](C)[C@H](C)OC1=CC2=C(N=C(S2)C=2C=C(C=C3C=C(C=NC23)OC)Cl)C=C1F)=O)C